tert-butyl (1-(5-((2-chloro-3-((phenylsulfonyl)carbamoyl)phenyl)thio)pyrazin-2-yl)-4-methylpiperidin-4-yl)carbamate ClC1=C(C=CC=C1C(NS(=O)(=O)C1=CC=CC=C1)=O)SC=1N=CC(=NC1)N1CCC(CC1)(C)NC(OC(C)(C)C)=O